C(=C)CN1C(OCC1)=O N-vinylmethyloxazolidinone